C(C)CC(CC(=O)[O-])=O.C(C)CC(CC(=O)[O-])=O.[W+2] tungsten bis(ethylacetoacetate)